(R)-2-((R)-1-fluoroethyl)-5-methoxy-3,4-dihydro-2H-Pyrrole F[C@H](C)[C@@H]1N=C(CC1)OC